1H-benzo[d][1,2,3]triazol-7-carboxylic acid N1N=NC2=C1C(=CC=C2)C(=O)O